1-chloro-2-ethylhexane ClCC(CCCC)CC